ClC1=CC=C(N=N1)C(O)C1=C(C=C(C(=C1)C1=NC=NC2=CC(=CC=C12)N1CCOCC1)F)F (6-Chloro-pyridazin-3-yl)-[2,4-difluoro-5-(7-morpholin-4-yl-quinazolin-4-yl)phenyl]-methanol